The molecule is an oxalate salt obtained by reaction of 5-nonyloxytryptamine with one equivalent of oxalic acid. 5-HT1B selective agonist, several times more potent than sumatriptan and inactive as a 5-HT1A agonist (Ki at 5-HT1B = 1 nM, selectivity over 5-HT1A > 300-fold). It has a role as a serotonergic agonist. It contains a 5-nonyloxytryptaminium(1+). CCCCCCCCCOC1=CC2=C(C=C1)NC=C2CCN.C(=O)(C(=O)O)O